ClC=1C=C(C=CC1)N1C(N([C@@H](C1)C#N)C1=CN=CC2=CC=C(C=C12)C#N)=O (S)-4-(3-(3-chlorophenyl)-5-cyano-2-oxoimidazolidin-1-yl)isoquinoline-6-carbonitrile